CN1C(=NC=C1)C1=NC=CC=C1 3-methyl-2-(2-pyridyl)imidazol